triazinyl-iron N1=NN=C(C=C1)[Fe]